2-(4-bromo-1-methyl-1H-pyrazol-5-yl)-4-chloro-6-(6,6-difluoro-2-azaspiro[3.3]heptan-2-yl)-3-fluorobenzonitrile BrC=1C=NN(C1C1=C(C#N)C(=CC(=C1F)Cl)N1CC2(C1)CC(C2)(F)F)C